OCC(C)(C)NC1=NC(=C(C(=O)NC2=CC(=C(C=C2)C)C=2OC=CN2)C=C1)N1CCC2(CC2)CC1 6-((1-hydroxy-2-methylpropan-2-yl)amino)-N-(4-methyl-3-(oxazol-2-yl)phenyl)-2-(6-azaspiro[2.5]octan-6-yl)nicotinamide